1H-BENZO[D]IMIDAZOLE-6-CARBALDEHYDE N1C=NC2=C1C=C(C=C2)C=O